1,2-benzoxazole O1N=CC2=C1C=CC=C2